CC=1N=C(N=NC1C1=CC=C2C(C=CS2)=C1O)N[C@H]1CN(CCC1)C (R)-5-(5-methyl-3-((1-methylpiperidin-3-yl)amino)-1,2,4-triazine-6-yl)benzothiophene-4-ol